(S)-4-Chloro-N-(1-(3-(3-fluoro-4-hydroxyphenyl)-1,2,4-oxadiazol-5-yl)-2-hydroxyethyl)benzamid ClC1=CC=C(C(=O)N[C@@H](CO)C2=NC(=NO2)C2=CC(=C(C=C2)O)F)C=C1